NC1=CC(C(C=2C=CC=NC12)=O)=O 8-aminoquinoline-5,6-dione